3-(pyrimidin-4-ylamino)pyrrolidin N1=CN=C(C=C1)NC1CNCC1